C1(CC1)CN1CCC(CC1)CN1N=C2C3=C(CCC2=C1)OC(=C3C(F)(F)F)C(=O)O 2-{[1-(Cyclopropylmethyl)piperidin-4-yl]methyl}-8-(trifluoromethyl)-4,5-dihydro-2H-furo[2,3-g]indazole-7-carboxylic acid